2-(1H-imidazol-1-yl)-N-(1H-pyrazol-3-yl)-5H-pyrrolo[3,2-d]pyrimidine-4-carboxamide N1(C=NC=C1)C=1N=C(C2=C(N1)C=CN2)C(=O)NC2=NNC=C2